C(C)OC[C@H](C)NC=1C=C(C=CC1[N+](=O)[O-])C=1C=C(C(N(C1)C)=O)C (S)-5-(3-((1-ethoxypropan-2-yl)amino)-4-nitrophenyl)-1,3-dimethylpyridin-2(1H)-one